(2R)-1-[(2-{(S)-[(3-ethylisoxazole-4-carbonyl)amino](4-methylcyclohexyl)-methyl}-4-fluoro-1H-benzimidazol-5-yl)methyl]pyrrolidine-2-carboxylic acid methyl ester COC(=O)[C@@H]1N(CCC1)CC1=C(C2=C(NC(=N2)[C@H](C2CCC(CC2)C)NC(=O)C=2C(=NOC2)CC)C=C1)F